SCCC[Si](OCC)(OCC)C (3-mercaptopropyl)methyl-diethoxysilane